C(CCC)N(C1=NC(=NC(=N1)N)C1=CC=CC=C1)C1=CC=NC=C1 N2-butyl-6-phenyl-N-(pyridin-4-yl)-1,3,5-triazine-2,4-diamine